C(C)(C)(C)O[C@H]1[C@@H](C[C@H]2N(CCC3=CC(=C(C=C23)OC)OCCS(=O)(=O)C)C1)O (2R,3R,11bR)-3-(tert-butoxy)-10-methoxy-9-(2-(methylsulfonyl)ethoxy)-1,3,4,6,7,11b-hexahydro-2H-pyrido[2,1-a]isoquinolin-2-ol